OC=1C=C2CC[C@@H]([C@@H](C2=CC1)C1=CC=C(OCCCCCN2CCN(CC2)C=2C=NN(C(C2)=O)N2C(CCCC2=O)=O)C=C1)C1=CC=CC=C1 (4-(4-(5-(4-((1R,2S)-6-hydroxy-2-phenyl-1,2,3,4-tetrahydronaphthalen-1-yl)phenoxy)pentyl)piperazin-1-yl)-6-oxopyridazin-1(6H)-yl)piperidine-2,6-dione